O1CCNC2=C1C=CC(=C2)C(C(=O)O)O (3,4-dihydro-2H-1,4-benzoxazin-6-yl)-2-hydroxyacetic acid